C1(=CC=CC=C1)C1=NC(=NC(=N1)C1=CC=CC=C1)C=1C=C(C=CC1)C1=C(C(=NC(=C1)N1C2=CC=CC=C2C=2C=CC=CC12)N1C2=CC=CC=C2C=2C=CC=CC12)N1C2=CC=CC=C2C=2C=CC=CC12 9,9',9''-(4-(3-(4,6-diphenyl-1,3,5-triazin-2-yl)phenyl)pyridine-2,3,6-triyl)tris(9H-carbazole)